CN1C(C=CC2=CC(=C(C=C12)C#N)[N+](=O)[O-])=O 1-methyl-6-nitro-2-oxo-1,2-dihydroquinoline-7-Nitrile